C(C)OC(=O)[C@H]1CN(CCC1)C(CCC1CCN(CC1)C(=O)OC(C)(C)C)=O tert-butyl (R)-4-(3-(3-(ethoxycarbonyl)piperidin-1-yl)-3-oxopropyl)piperidine-1-carboxylate